1,2,5,6-tetraglycidylnaphthalene C(C1CO1)C1=C(C=CC2=C(C(=CC=C12)CC1CO1)CC1CO1)CC1CO1